CC(C(=O)NCC=1C=CC(=C(C(=O)NC2=C3C=NN(C3=CC=C2)C)C1)C(F)(F)F)(C)C 5-{[(2,2-dimethylpropionyl)amino]methyl}-N-(1-methyl-1H-indazol-4-yl)-2-(trifluoromethyl)benzamide